7-chloro-6-methoxy-4-methylphthalazin-1(2H)-one ClC1=C(C=C2C(=NNC(C2=C1)=O)C)OC